CN(CCOC(C=C)=O)C 2-(dimethylamino)ethylacrylate